C(C)(C)(C)SSC=1OC2=C(N1)C=CC=C2 2-(tert-butyldisulfanyl)benzo[d]Oxazole